ethyl-2-(4-methoxy-1H-indol-3-yl)-2-oxoacetamide C(C)NC(C(=O)C1=CNC2=CC=CC(=C12)OC)=O